[3-(2-cyano-5-fluorophenyl)-3H-imidazo[4,5-b]pyridin-5-yl]boronic acid C(#N)C1=C(C=C(C=C1)F)N1C=NC=2C1=NC(=CC2)B(O)O